CNC1=NC(=NC(=C1C1=CC=C(C=C1)C(F)(F)F)NC1=CC(=CC=C1)[N+](=O)[O-])NC=1C=NN(C1)C N4-methyl-N2-(1-methyl-1H-pyrazol-4-yl)-N6-(3-nitrophenyl)-5-(4-(trifluoromethyl)phenyl)pyrimidine-2,4,6-triamine